4-(2-hydroxy-2,2-di(thiophen-2-yl)acetoxyl)-1-(3-phenoxypropyl)quinolizine OC(C(OC1C=CC(=C2C=CC=CN12)CCCOC1=CC=CC=C1)=O)(C=1SC=CC1)C=1SC=CC1